SCCC(=O)OCCN1CN(CN(C1)CCOC(CCS)=O)CCOC(CCS)=O 1,3,5-tris[2-(3-mercaptopropionyloxy)ethyl]-1,3,5-triazine